2-(12-isopropyl-9-oxo-3-thia-1,10,11-triazatricyclo[6.4.0.02,6]dodeca-2(6),4,7,11-tetraen-10-yl)-N-[rac-(3R)-1-(2,2-dimethylcyclobutyl)-3-piperidyl]acetamide C(C)(C)C1=NN(C(C2=CC=3C=CSC3N12)=O)CC(=O)N[C@H]1CN(CCC1)C1C(CC1)(C)C |r|